C(C=C)NN=C(C)C allyl-2-(propan-2-ylidene)hydrazine